FC1=CC=C(C=C1)NCC(CC1=NNC(O1)=S)O 5-[3-(4-Fluorophenylamino)-2-hydroxypropyl]-1,3,4-oxadiazole-2(3H)-thione